COC=1C=C2COC(C2=C(C1)OC)=O 5,7-dimethoxy-1(3H)-isobenzofuranone